C(C)(C)(C)OC(=O)N1CCC2(CC1)C(C1=C(C=CC=C1C2)C(F)(F)F)N 1-amino-7-(trifluoromethyl)-1,3-dihydrospiro[indene-2,4'-piperidine]-1'-carboxylic acid tert-butyl ester